(1S,2S)-2-((R)-1-(2-((tert-butoxycarbonyl)imino)-4,4-diethyl-6-oxotetrahydropyrimidin-1(2H)-yl)-3-methoxypropyl)cyclopropanecarboxylic acid C(C)(C)(C)OC(=O)N=C1N(C(CC(N1)(CC)CC)=O)[C@H](CCOC)[C@@H]1[C@H](C1)C(=O)O